C1(CC1)CON=C1C2=CC=CC=C2C(C=2[NH+](CN(C21)C)C)=O (E) or (Z)-4-(cyclopropylmethoxyimino)-1,3-dimethyl-9-oxo-4,9-dihydro-1H-naphtho[2,3-d]imidazolium